C(C=C)(=O)N1CC(C1)N1CCC(CC1)NC(=O)NC1=CC=C(C=C1)C1=CC2=C(N=CN=C2N2CCOCC2)N1 1-(1-(1-acryloylazetidin-3-yl)piperidin-4-yl)-3-(4-(4-morpholino-7H-pyrrolo[2,3-d]pyrimidin-6-yl)phenyl)urea